(5-fluoro-2,4-dioxo-3,4-dihydropyrimidin-1(2H)-yl)cinnamic acid methyl ester COC(C(=CC1=CC=CC=C1)N1C(NC(C(=C1)F)=O)=O)=O